(5-(6-bromo-4-chloro-1H-benzo[d]imidazol-2-yl)-1H-pyrrol-3-yl)(2-(trifluoromethyl)phenyl)methanone BrC=1C=C(C2=C(NC(=N2)C2=CC(=CN2)C(=O)C2=C(C=CC=C2)C(F)(F)F)C1)Cl